C(C)OP(OCC)(=O)C[C@H](C)C1=CC(=CC=C1)OCC1=CC=CC=C1 (R)-(2-(3-(benzyloxy)phenyl)propyl)phosphonic acid diethyl ester